2-(2-Chlorophenyl)-N-{4-[1-(oxetan-3-yl)-1H-pyrazol-4-yl]-3-sulfamoylphenyl}acetamide ClC1=C(C=CC=C1)CC(=O)NC1=CC(=C(C=C1)C=1C=NN(C1)C1COC1)S(N)(=O)=O